1-(5-(5-chloro-2-methoxypyridin-4-yl)-1H-pyrazole-3-carbonyl)-N-((4,4-difluorotetrahydrofuran-2-yl)methyl)piperidine-4-carboxamide ClC=1C(=CC(=NC1)OC)C1=CC(=NN1)C(=O)N1CCC(CC1)C(=O)NCC1OCC(C1)(F)F